N1(CCCC1)CC=1C=CC=NC1 5-[(pyrrolidin-1-yl)methyl]pyridine